4-Chloro-2-(1-oxo-3,4,6,7,8,9-hexahydropyrido[3,4-b]indolizin-2(1H)-yl)nicotinaldehyde ClC1=CC=NC(=C1C=O)N1C(C=2C=C3CCCCN3C2CC1)=O